CC=1C(=C2C=NNC2=CC1)C1=C(C=C2C(=NC=NC2=C1)N1CCN(CC1)C(C=C)=O)C(F)(F)F 1-(4-(7-(5-methyl-1H-indazol-4-yl)-6-(trifluoro-methyl)quinazolin-4-yl)piperazin-1-yl)prop-2-en-1-one